Methyl 4-[3-[2,6-dichloro-4-(2,6-diazaspiro[3.4]octan-6-yl)benzoyl]-2,4-dihydro-1,3-benzoxazin-8-yl]-5-fluoro-2-(3-oxa-8-azabicyclo[3.2.1]octan-8-yl)benzoate 2,2,2-trifluoroacetate FC(C(=O)O)(F)F.ClC1=C(C(=O)N2COC3=C(C2)C=CC=C3C3=CC(=C(C(=O)OC)C=C3F)N3C2COCC3CC2)C(=CC(=C1)N1CC2(CNC2)CC1)Cl